C(C)(=O)C=1N=NN(C1C)C1=CC=C(C=C1)S(=O)(=O)N 4-(4-acetyl-5-methyl-1H-1,2,3-triazol-1-yl)benzenesulfonamide